1-(phenyl-d5)ethanol C1(=C(C(=C(C(=C1[2H])[2H])[2H])[2H])[2H])C(C)O